tert-butyl 3-(imidazo[1,2-a]pyridin-3-yl)piperidine-1-carboxylate N=1C=C(N2C1C=CC=C2)C2CN(CCC2)C(=O)OC(C)(C)C